C(C1=CC=CC=C1)SC1=C(C(=O)O)C=CC(=C1)CNS(=O)(=O)C 2-(benzylthio)-4-(methylsulfonylaminomethyl)benzoic acid